2-(3,5-dimethoxyphenyl)-3-phenylpropionamide COC=1C=C(C=C(C1)OC)C(C(=O)N)CC1=CC=CC=C1